CC(=C(C=O)C1=CC=CC=C1)CCC METHYL-PHENYLHEXENAL